1,4-DIHYDROQUINAZOLINONE N1C(NCC2=CC=CC=C12)=O